C(C1=CC=CC=C1)N1C=C2C(C=3C=C(C(=CC13)OC)OC)=NN=C2C2=CC=CC=C2 5-benzyl-7,8-dimethoxy-3-phenyl-5H-pyrazolo[4,3-c]quinoline